C(C1=CC=CC=C1)(=O)OC[C@]1(O[C@H]([C@@H]([C@@H]1O[Si](C)(C)C(C)(C)C)OC(C(C)C)=O)C1=CC=C2C(=NC=NN21)N)C#N ((2R,3S,4S,5S)-5-(4-aminopyrrolo[2,1-f][1,2,4]triazin-7-yl)-3-((tert-butyldimethylsilyl)oxy)-2-cyano-4-(isobutyryloxy)tetrahydrofuran-2-yl)methyl benzoate